ClC=1N=C2C(=NC1)N(C=C2C2=NC(=C(C(=N2)N[C@@H]2[C@H](C1CCC2CC1)C(=O)OCC)F)C=1SC(=CC1)C)C(C1=CC=CC=C1)(C1=CC=CC=C1)C1=CC=CC=C1 (2S,3S)-ethyl 3-((2-(2-chloro-5-trityl-5H-pyrrolo[2,3-b]pyrazin-7-yl)-5-fluoro-6-(5-methylthiophen-2-yl)pyrimidin-4-yl)amino)bicyclo[2.2.2]octane-2-carboxylate